(S)-4-(6-amino-5-(1-oxo-1,2,3,4-tetrahydroisoquinolin-6-yl)pyridin-3-yl)-N-(2-(3-fluoropyrrolidin-1-yl)ethyl)-2,6-dimethylbenzamide NC1=C(C=C(C=N1)C1=CC(=C(C(=O)NCCN2C[C@H](CC2)F)C(=C1)C)C)C=1C=C2CCNC(C2=CC1)=O